[OH-].C(CC)[Zr+](CCC)CCC tri-n-propylzirconium monohydroxide